1-(2-bromo-4-chlorophenyl)-4-(trifluoromethyl)-1H-pyrazole BrC1=C(C=CC(=C1)Cl)N1N=CC(=C1)C(F)(F)F